3-(sec-butyl)-N-isopropyl-N-methyl-2-oxo-1,2,3,5-tetrahydro-4H-benzo[1,4]diazepine-4-carboxamide C(C)(CC)C1C(NC2=C(CN1C(=O)N(C)C(C)C)C=CC=C2)=O